OCCOC1=C(C=C(C=C1)C1(C2=CC=CC=C2C=2C=CC=CC12)C1=CC(=C(C=C1)OCCO)C(C)(C)C)C(C)(C)C 9,9-bis(4-(2-hydroxyethoxy)-3-tert.-butylphenyl)fluorene